FC1(CC1)C(O)C1=NC=C(C=C1)F (1-Fluorocyclopropyl)-(5-fluoro-2-pyridyl)methanol